Ethylendiamintetraacetat Calcium dinatrium [Na+].[Na+].[Ca+2].C(CN(CC(=O)[O-])CC(=O)[O-])N(CC(=O)[O-])CC(=O)[O-]